[N+](=O)([O-])C1=CC=C(C=2C1=NON2)NCCC(=O)N2CC(NC1=CC=CC=C21)=O 4-(3-(7-nitrobenzo[c][1,2,5]oxadiazol-4-ylamino)propionyl)-3,4-dihydroquinoxalin-2(1H)-one